C(#N)CC(C(=O)N[C@@H](CCO[C@@H]1C[C@H](C1)CCC1=NC=2NCCCC2C=C1)C(=O)O)(C)C N-(3-cyano-2,2-dimethylpropionyl)-O-(trans-3-(2-(5,6,7,8-tetrahydro-1,8-naphthyridin-2-yl)ethyl)cyclobutyl)homoserine